FC1=C(COC2=C(C(N(C(=C2)C)C=2C=C(CNC(CN)=O)C=CC2)=O)Br)C=CC(=C1)F N-(3-(4-(2,4-difluorobenzyloxy)-3-bromo-6-methyl-2-oxopyridin-1(2H)-yl)benzyl)-2-aminoacetamide